ClC=1N=C(C2=C(N1)C(N(C(=C2)C)C)=O)Cl 2,4-dichloro-6,7-dimethylpyrido[3,4-d]pyrimidin-8(7H)-one